C1(=CC=CC=C1)NC=CC(=O)C1=C(C=CC=C1)Br 3-(phenylamino)-1-(2-bromophenyl)-2-propen-1-one